3-bromo-5-methylphenol BrC=1C=C(C=C(C1)C)O